N[C@H](C(N[C@H](C(N[C@H](C(=O)O)C)=O)C(C)C)=O)CCC(N[C@H](C(N[C@H](C(=O)O)C)=O)C(C)C)=O (2S,5S,8S,13S,16S)-8-amino-2,16-dimethyl-4,7,11,14-tetraoxo-5,13-di(propan-2-yl)-3,6,12,15-tetraazaheptadecane-1,17-dioic acid